(4S,5R)-5-fluoro-1-[4-({5-fluoro-8-[(2R,3S)-3-(methanesulfonylmeth-yl)-2-methylazetidin-1-yl]isoquinolin-3-yl}amino)pyrimidin-2-yl]-3,3-dimethylpiperidin-4-ol F[C@H]1[C@H](C(CN(C1)C1=NC=CC(=N1)NC=1N=CC2=C(C=CC(=C2C1)F)N1[C@@H]([C@H](C1)CS(=O)(=O)C)C)(C)C)O